1-[2-(5,6-Difluoroindol-1-yl)ethyl]pyrrolidin-3-ol fumarate C(\C=C\C(=O)O)(=O)O.FC=1C=C2C=CN(C2=CC1F)CCN1CC(CC1)O